ClC1=NN(C=C1O)C chloro-1-methyl-1H-pyrazol-4-ol